methyl 4-((2,4-bis(benzyloxy)-5-isopropyl-N-(4-morpholinophenyl)benzamido)methyl)benzoate C(C1=CC=CC=C1)OC1=C(C(=O)N(C2=CC=C(C=C2)N2CCOCC2)CC2=CC=C(C(=O)OC)C=C2)C=C(C(=C1)OCC1=CC=CC=C1)C(C)C